FC=1C=C2C(CC(OC2=C(C1NC(C)C)[N+](=O)[O-])C1CCN(CC1)C(=O)OC(C)(C)C)=O tert-butyl 4-(6-fluoro-7-(isopropylamino)-8-nitro-4-oxochroman-2-yl)piperidine-1-carboxylate